C1=CC(=CC=2OC3=CC(=CC=C3C3(C12)C1=CC=CC=C1SC=1C=CC=CC13)OCCOC1=C(C3=CC=CC=C3C=C1)C1=C(C=CC3=CC=CC=C13)OCCO)OCCOC1=C(C3=CC=CC=C3C=C1)C1=C(C=CC3=CC=CC=C13)OCCO 2,2'-[spiro[thioxanthene-9,9'-xanthene]-3',6'-diylbis(oxyethane-2,1-diyloxy[1,1'-binaphthalene]-2',2-diyloxy)]di(ethan-1-ol)